1-Ethynyl-4-fluoro-2-(trifluoromethyl)benzene C(#C)C1=C(C=C(C=C1)F)C(F)(F)F